C(C)(C)(C)OC(=O)C1[C@H](C(CCC1)=O)N (R)-3-tert-butoxycarbonyl-aminocyclohexanone